C1CCCC2=CC(=CC=C12)C(C)=O 1-tetralin-6-ylethanone